NCC1=NC=CC(=C1)C(C1=C(C=CC(=C1Cl)Cl)O)O 2-((2-(aminomethyl)pyridin-4-yl)(hydroxy)methyl)-3,4-dichlorophenol